NC1=CC=C(OC2=CC=C(OCCCCCOC3=CC=C(C=C3)OC3=CC=C(C=C3)N)C=C2)C=C1 1,5-bis[4-(4-aminophenoxy)phenoxy]pentane